4-[(2s,5r)-4-[bis(4-fluorophenyl)methyl]-2,5-dimethylpiperazin-1-yl]-1-methyl-2-oxo-1,2-dihydroquinoline-6-carbonitrile FC1=CC=C(C=C1)C(N1C[C@@H](N(C[C@H]1C)C1=CC(N(C2=CC=C(C=C12)C#N)C)=O)C)C1=CC=C(C=C1)F